5-chloro-N-((1r,4r)-4-((3-(6-fluoropyridin-3-yl)-2-oxo-2,3-dihydro-1H-benzo[d]imidazol-1-yl)methyl)cyclohexyl)-2-(trifluoromethyl)nicotinamide ClC=1C=NC(=C(C(=O)NC2CCC(CC2)CN2C(N(C3=C2C=CC=C3)C=3C=NC(=CC3)F)=O)C1)C(F)(F)F